Cl.FC(C1=NC=CC(=C1)C1=NSC(=N1)[C@@H](C)N)(F)F (1R)-1-[3-[2-(trifluoromethyl)-4-pyridyl]-1,2,4-thiadiazol-5-yl]ethanamine hydrochloride